C(C1=CC=CC=C1)N1CC(CCC1)C1=CC=NC=2N1N=C(C2)N(CCN)C N1-(7-(1-Benzylpiperidin-3-yl)pyrazolo[1,5-a]pyrimidin-2-yl)-N1-methylethane-1,2-diamine